CC=1C(=C2C=NN(C2=CC1)COCC[Si](C)(C)C)N1CC=2N=C(N=C(C2CC1)N1CCN(CC1)C(=O)OC(C)(C)C)OCCCN1CCOCC1 tert-butyl 4-[7-[5-methyl-1-(2-trimethylsilylethoxymethyl)indazol-4-yl]-2-(3-morpholinopropoxy)-6,8-dihydro-5H-pyrido[3,4-d]pyrimidin-4-yl]piperazine-1-carboxylate